C[SiH]([Hf](C1(C=CC=C1)C[Si](C)(C)C)(C1(C=CC=C1)C[Si](C)(C)C)([SiH3])([SiH3])([SiH3])(C)(C)(C)(C)(C)(C)(C)C)C Dimethyl-octamethyltetrasilyl-bis(trimethylsilylmethyl-cyclopentadienyl)hafnium